COC1=C(CN(S(=O)(=O)C2=C(C=C(C=C2F)N2C[C@@](CCC2)(CCC2=NC(=CC=C2)C(F)(F)F)N(C)CC)F)C2=NC=NC=C2)C=CC(=C1)OC (R)-N-(2,4-dimethoxybenzyl)-4-(3-(ethyl(methyl)amino)-3-(2-(6-(trifluoromethyl)-pyridin-2-yl)ethyl)piperidin-1-yl)-2,6-difluoro-N-(pyrimidin-4-yl)benzene-sulfonamide